C[C@H]1NCC[C@H]1C(=O)OC methyl (2R,3R)-2-methylpyrrolidine-3-carboxylate